2-CYCLOPROPOXY-4-FORMYLBENZOIC ACID C1(CC1)OC1=C(C(=O)O)C=CC(=C1)C=O